C(C)(C)OC(C)(C)C=1N=C(SC1)NC(N(CC1=CC=NC=C1)C)=O 3-(4-(2-isopropoxyprop-2-yl)thiazol-2-yl)-1-methyl-1-(pyridin-4-ylmethyl)urea